ClC=1C(N(N=CC1N1C[C@@H](CC1)OC1=NC=NC(=C1)C=1C(=NOC1C)COC)CCO)=O (R)-4-chloro-2-(2-hydroxyethyl)-5-(3-((6-(3-(methoxymethyl)-5-methylisoxazol-4-yl)pyrimidin-4-yl)oxy)pyrrolidin-1-yl)pyridazin-3(2H)-one